COC1=C(C=CC=C1)NC(CN1N=C(C=CC1=O)C1=CC=CC=C1)=O N-(2-methoxyphenyl)-2-(6-oxo-3-phenylpyridazin-1(6H)-yl)acetamide